C(C)(C)(C)OC(=O)N1CC(C2=C1C=NC=1N2N=C(C1)Br)(C(F)(F)F)C.NCCC[Si](OCC)(C)C 3-aminopropyldimethyl-ethoxysilane tert-butyl-2-bromo-8-methyl-8-(trifluoromethyl)-7,8-dihydro-6H-pyrazolo[1,5-a]pyrrolo[2,3-e]pyrimidine-6-carboxylate